di-(trifluoromethanesulfonyl)amide FC(S(=O)(=O)[N-]S(=O)(=O)C(F)(F)F)(F)F